N-phenylglycine, t-butyl ester C1(=CC=CC=C1)NCC(=O)OC(C)(C)C